1-[(6-{3-azabicyclo[3.1.0]hex-3-yl}-2-(hydroxymethyl)pyridin-3-yl)methyl]-1H-pyrazole-4-carboxylic acid ethyl ester C(C)OC(=O)C=1C=NN(C1)CC=1C(=NC(=CC1)N1CC2CC2C1)CO